3-benzyl-1-(trans-4-((5-cyanopyridin-2-yl)amino)cyclohexyl)-1-(4-(morpholin-4-yl)phenyl)urea C(C1=CC=CC=C1)NC(N(C1=CC=C(C=C1)N1CCOCC1)[C@@H]1CC[C@H](CC1)NC1=NC=C(C=C1)C#N)=O